7-[[5-(4-hydroxy-1-piperidyl)-2-pyridyl]amino]-4-(6-methylpyrazolo[1,5-a]pyridin-3-yl)isoindolin-1-one OC1CCN(CC1)C=1C=CC(=NC1)NC=1C=CC(=C2CNC(C12)=O)C=1C=NN2C1C=CC(=C2)C